N(=[N+]=[N-])CC=1C=CC(=C(C1)C(C)O)[N+](=O)[O-] 1-(5-(Azidomethyl)-2-nitrophenyl)ethan-1-ol